6,7-dibromo-5-(2,6-difluorophenyl)-1,3-dihydro-1,4-benzodiazepine-2-thione BrC1=C(C=CC2=C1C(=NCC(N2)=S)C2=C(C=CC=C2F)F)Br